2-(7-(4-chloro-1H-pyrazol-1-yl)-2-(ethylsulfonyl)pyrazolo[1,5-a]pyrimidin-3-yl)-3-methyl-6-(trifluoromethyl)-3H-imidazo[4,5-b]pyridine ClC=1C=NN(C1)C1=CC=NC=2N1N=C(C2C2=NC=1C(=NC=C(C1)C(F)(F)F)N2C)S(=O)(=O)CC